FC=1C=C(C=C2C(C=C(OC12)C(=O)NCC1(CCCCC1)O)=O)O 8-Fluoro-6-hydroxy-N-((1-hydroxycyclohexyl)methyl)-4-oxo-4H-chromen-2-carboxamid